3-(4-(1-(1-(2-fluoroacryloyl)azetidin-3-yl)-3-(4-(trifluoromethyl)phenyl)-1H-pyrazolo[4,3-b]pyridin-7-yl)-1H-pyrazol-1-yl)-N-methylazetidine-1-carboxamide FC(C(=O)N1CC(C1)N1N=C(C2=NC=CC(=C21)C=2C=NN(C2)C2CN(C2)C(=O)NC)C2=CC=C(C=C2)C(F)(F)F)=C